BrC1=NC=CC(=C1F)NC(=O)N1CC=2C(=NN3C2C(C[C@@H](CC3)CO)(F)F)CC1 |o1:20| (R*)-N-(2-Bromo-3-fluoropyridin-4-yl)-11,11-difluoro-9-(hydroxymethyl)-3,4,8,9,10,11-hexahydro-1H-pyrido[4',3':3,4]pyrazolo[1,5-a]azepine-2(7H)-carboxamide